CCCCCC1C(O1)/C=C/C=O trans-4,5-epoxy-(E)-2-decenal